CC1(CN(C1)CC(=O)NC=1C=C(C(=NC1)C)NC(=O)C=1C=NN2C1SC(=C2)C=2C=NN(C2)CC(F)(F)F)C N-(5-(2-(3,3-dimethylazetidin-1-yl)acetamido)-2-methylpyridin-3-yl)-2-(1-(2,2,2-trifluoroethyl)-1H-pyrazol-4-yl)pyrazolo[5,1-b]thiazole-7-carboxamide